C(C)OC(=O)S1CC(N2C1C(CC1=C(C(=CC=C21)Cl)F)=O)C 7-chloro-6-fluoro-1-methyl-4-oxo-1H,4H-[1,3]thiazolo[3,2-a]quinoline-3-carboxylic acid ethyl ester